C(C)N1CCC(CC1)C=1SC2=C(N1)C=CC(=C2)C(=O)N[C@H]2[C@@H](CC1=CC=CC=C21)O 2-(1-ethylpiperidin-4-yl)-N-((1r,2r)-2-hydroxy-2,3-dihydro-1H-inden-1-yl)benzo[d]thiazole-6-carboxamide